Amino-citrulline NN[C@@H](CCCNC(=O)N)C(=O)O